N1=CC(=CC=C1)C(CN(CCC)CCC1=CC=CC=C1)O 1-(3-pyridyl)-2-(N-(2-phenylethyl)-N-propylamino)ethanol